L-lysine-13C6-monohydrochloride Cl.N[13C@@H]([13CH2][13CH2][13CH2][13CH2]N)[13C](=O)O